5-(2,5-dioxotetrahydro-3-furanyl)-7-ethyl-3a,4,5,7a-tetrahydro-2-benzofuran-1,3-dione O=C1OC(CC1C1CC2C(C(OC2=O)=O)C(=C1)CC)=O